dimethyl 4-(2,4-bis(2-(3-aminopropoxy) ethyl)-6-nitrophenyl)-2,6-dimethyl-1,4-dihydropyridine-3,5-dicarboxylate NCCCOCCC1=C(C(=CC(=C1)CCOCCCN)[N+](=O)[O-])C1C(=C(NC(=C1C(=O)OC)C)C)C(=O)OC